FC1=C(C(=CC=2CC[C@H](CC12)[C@@H]1CNCC1)O)N1CC(NS1(=O)=O)=O |r| 5-{(7RS)-1-fluoro-3-hydroxy-7-[(3RS)-pyrrolidin-3-yl]-5,6,7,8-tetrahydronaphthalen-2-yl}-1λ6,2,5-thiadiazolidine-1,1,3-trione